NC1=C(C2=C(N=C(N=C2)C)N1C12CC(C1)(C2)O[Si](C)(C)C(C)(C)C)C#N 6-amino-7-[3-[tert-butyl(dimethyl)silyl]oxy-1-bicyclo[1.1.1]pentanyl]-2-methyl-pyrrolo[2,3-d]pyrimidine-5-carbonitrile